2-(4-((cyclopropylmethyl)sulfonyl)phenyl)-3-(1,3-dioxoisoindolin-2-yl)propionic acid C1(CC1)CS(=O)(=O)C1=CC=C(C=C1)C(C(=O)O)CN1C(C2=CC=CC=C2C1=O)=O